C/C=C\\1/C(=O)N[C@H](C(=O)O[C@H]\\2CC(=O)N[C@@H](C(=O)N[C@H](CSSCC/C=C2)C(=O)N1)C(C)C)C(C)C The molecule is a cyclodepsipeptide consisting of the cyclic disulfide of (2Z)-2-aminobut-2-enoyl, L-valyl, (3S,4E)-3-hydroxy-7-sulfanylhept-4-enoyl, D-valyl and D-cysteinyl residues coupled in sequence and cyclised head-to tail. It has a role as an antineoplastic agent and an EC 3.5.1.98 (histone deacetylase) inhibitor. It is a cyclodepsipeptide, an organic disulfide and a heterocyclic antibiotic.